2,2-Dimethyl-4-(3-((2-((3-methyl-1-(1-methylpiperidin-4-yl)-1H-pyrazol-4-yl)amino)-5-(trifluoromethyl)pyridin-4-yl)amino)propyl)-1,4-oxazepan-3-on CC1(OCCCN(C1=O)CCCNC1=CC(=NC=C1C(F)(F)F)NC=1C(=NN(C1)C1CCN(CC1)C)C)C